(+)-2-({4-[(2-imino-4-methyl-2,3-dihydro-1,3-oxazol-3-yl)methyl]-1H-1,3-benzodiazol-2-yl}amino)-2-[3-(trifluoromethyl)phenyl]propan-1-ol N=C1OC=C(N1CC1=CC=CC=2NC(=NC21)NC(CO)(C)C2=CC(=CC=C2)C(F)(F)F)C